C(CCC)C1=NN=NN1 5-butyl-1H-tetrazol